[4-(piperidin-1-yl)phenyl]boronic acid N1(CCCCC1)C1=CC=C(C=C1)B(O)O